4-benzyloxy-2-bromo-6-chloro-pyridin-3-amine C(C1=CC=CC=C1)OC1=C(C(=NC(=C1)Cl)Br)N